C(C)(=O)NC=1C=CC2=C(N=C(O2)C2=CC(=NC=C2)C(=O)O)C1 4-(5-acetylamino-1,3-benzooxazol-2-yl)pyridine-2-carboxylic acid